5-(2-oxopropoxy)benzofuran-2-carboxylic acid O=C(COC=1C=CC2=C(C=C(O2)C(=O)O)C1)C